ClC=1C=C(C=CC1)C(=O)N1C2CN(CC1C2)CC2=C(N=C1N2C=CC=C1)C1=CC=C(C=C1)Cl (3-Chlorophenyl)(3-{[2-(4-chlorophenyl)imidazo-[1,2-a]pyridin-3-yl]methyl}-3,6-diazabicyclo-[3.1.1]hept-6-yl)methanon